12-hexylamino-12-oxolauramidoacetic acid C(CCCCC)NC(CCCCCCCCCCC(=O)NCC(=O)O)=O